1-(3-bromophenyl)-3,4-diphenylpyrrole-2,5-dione BrC=1C=C(C=CC1)N1C(C(=C(C1=O)C1=CC=CC=C1)C1=CC=CC=C1)=O